(1R)-1-{5-[4-(Trifluoromethyl)phenyl]-1,2,4-oxadiazol-3-yl}-6-azaspiro[2.5]octan-6-sulfonamid FC(C1=CC=C(C=C1)C1=NC(=NO1)[C@@H]1CC12CCN(CC2)S(=O)(=O)N)(F)F